FC=1C=C(C=C(C1)F)[C@H]1CCC=2N1C=C(N2)NC([C@H](C)N2C[C@@H](C1(CC1)CC2)C2=CC=[N+](C=C2)[O-])=O 4-((S)-6-((S)-1-(((R)-5-(3,5-difluorophenyl)-6,7-dihydro-5H-pyrrolo[1,2-a]imidazol-2-yl)amino)-1-oxopropan-2-yl)-6-azaspiro[2.5]octan-4-yl)pyridine 1-oxide